3-((5-chloro-2-methyl-6-difluoromethylpyrimidin-4-yl)amino)propanol ClC=1C(=NC(=NC1C(F)F)C)NCCCO